C(C1=CC=CC=C1)OC1=NC(=CC=C1N1C=CC2=C(C=CC=C12)N1CCC(CC1)C(OC)OC)OCC1=CC=CC=C1 1-[2,6-bis(benzyloxy)pyridin-3-yl]-4-[4-(dimethoxymethyl)piperidin-1-yl]indole